2-(4-(bis(2-chloroethyl)amino)phenyl)acetic acid ClCCN(C1=CC=C(C=C1)CC(=O)O)CCCl